N-(2-(2-(5-chloro-1H-indol-3-yl)propan-2-yl)phenyl)-4-(3-(4-methylpiperazin-1-yl)propoxy)benzenesulfonamide ClC=1C=C2C(=CNC2=CC1)C(C)(C)C1=C(C=CC=C1)NS(=O)(=O)C1=CC=C(C=C1)OCCCN1CCN(CC1)C